5-chloro-N-[3-fluoro-4-(2-{2-oxo-1h,2h,3h-imidazo[4,5-b]pyridin-6-yl}ethynyl)pyridin-2-yl]-2-methoxypyridine-3-sulfonamide ClC=1C=C(C(=NC1)OC)S(=O)(=O)NC1=NC=CC(=C1F)C#CC=1C=C2C(=NC1)NC(N2)=O